C(C(=C)C)(=O)OCCCCCCCC(C)C 8-methyl-1-nonyl methacrylate